COC1=C(C=CC=C1)C1CCC=2N=C3N(C=C(C=C3)C=3C=NC(=NC3)N3CCOCC3)C21 4-(5-(1-(2-methoxyphenyl)-2,3-dihydro-1H-cyclopenta[4,5]imidazo[1,2-a]pyridin-7-yl)pyrimidin-2-yl)morpholine